CO[C@@H]1[C@H]([C@@H]([C@@H]([C@H]([C@@H]1OC)O)O)O)O (1r,2s,3r,4s,5r,6s)-5,6-dimethoxy-1,2,3,4-cyclohexanetetrol